4-(2-Aminoethoxy)benzaldehyde NCCOC1=CC=C(C=O)C=C1